COCCN(CC[C@@H](C(=O)O)NC1=NC2=C(N1C)C=CC=C2)CCCCC2=NC=1NCCCC1C=C2 (S)-4-((2-methoxyethyl)(4-(5,6,7,8-tetrahydro-1,8-naphthyridin-2-yl)butyl)amino)-2-((1-methyl-1H-benzo[d]imidazol-2-yl)amino)butanoic acid